6-(2-(4-Methoxyphenyl)cyclobutyl)quinoline COC1=CC=C(C=C1)C1C(CC1)C=1C=C2C=CC=NC2=CC1